3-(methacryloyloxy)-propyltrimethoxy-silane C(C(=C)C)(=O)OCCC[Si](OC)(OC)OC